FC1=C2NC(C=3N(C2=CC=C1CN1CCN(CC1)C1=C(C=C(C=C1)C(NC)=O)C)N=CC3C)=O 6-fluoro-7-((4-(2-methyl-4-(methylcarbamoyl)phenyl)piperazin-1-yl)methyl)-3-methylpyrazolo[1,5-a]quinoxalin-4(5H)-one